2-(2-((1-Methyl-1H-pyrazol-5-yl)amino)phenyl)acetic acid CN1N=CC=C1NC1=C(C=CC=C1)CC(=O)O